C(C)(C)(C)C1N(CC1(C)COC=1C(=C2C(=NC1)CCO2)C(CC#N)=O)C(=O)OCC2OC2 oxiranyl-methanol tert-butyl-3-({[7-(2-cyanoacetyl)-2,3-dihydrofuro[3,2-b]pyridin-6-yl]oxy}methyl)-3-methylazetidine-1-carboxylate